4-(4-aminophenoxy)phenylfluorene NC1=CC=C(OC2=CC=C(C=C2)C2=CC=CC=3C4=CC=CC=C4CC23)C=C1